(2S,3S,4R,5R)-2-((R)-1-(bicyclo[4.2.0]octa-1(6),2,4-trien-3-yl)-1-hydroxyethyl)-5-(5-fluoro-4-methyl-7H-pyrrolo[2,3-d]pyrimidin-7-yl)tetrahydrofuran-3,4-diol C1=2C=C(C=CC2CC1)[C@@](C)(O)[C@H]1O[C@H]([C@@H]([C@@H]1O)O)N1C=C(C2=C1N=CN=C2C)F